2-{[2'-(cyclopropylcarbonyl)-2',3'-dihydro-1'H-spiro[cyclopropane-1,4'-isoquinolin]-7'-yl]amino}-6-(2,6-dichloro-4-fluorophenyl)imidazo[1,2-a]pyrimido[5,4-e]pyrimidin-5(6H)-one C1(CC1)C(=O)N1CC2=CC(=CC=C2C2(C1)CC2)NC=2N=CC=1C(N(C=3N(C1N2)C=CN3)C3=C(C=C(C=C3Cl)F)Cl)=O